4-(3-(1H-indol-3-yl)azetidin-1-yl)butyronitrile N1C=C(C2=CC=CC=C12)C1CN(C1)CCCC#N